(2-methyl-3-phenylphenyl)methanol CC1=C(C=CC=C1C1=CC=CC=C1)CO